4,5-dihydro-1H-imidazole-1-carboxylate N1(C=NCC1)C(=O)[O-]